OC1=C(C=C(\C=C/2\C(NC(S2)=O)=S)C=C1)C (Z)-5-(4-hydroxy-3-methylbenzylidene)-4-thioxo-1,3-thiazolidin-2-one